1-(5-chloro-6-fluoro-1-(tetrahydro-2H-pyran-2-yl)-1H-indazol-4-yl)ethan-1-one tert-butyl-(2R,3R)-2-(((tert-butyldimethylsilyl)oxy)methyl)-3-(methylthio)azetidine-1-carboxylate C(C)(C)(C)OC(=O)N1[C@@H]([C@@H](C1)SC)CO[Si](C)(C)C(C)(C)C.ClC=1C(=C2C=NN(C2=CC1F)C1OCCCC1)C(C)=O